CCCCCCCCCCCCC(C(=O)SCCNC(=O)CCNC(=O)[C@@H](C(C)(C)COP(=O)([O-])OP(=O)([O-])OC[C@@H]1[C@H]([C@H]([C@@H](O1)N2C=NC3=C(N=CN=C32)N)O)OP(=O)([O-])[O-])O)O The molecule is a fatty acyl-CoA(4-) arising from deprotonation of the phosphate and diphosphate functions of 2-hydroxytetradecanoyl-CoA; major species at pH 7.3. It derives from a myristoyl-CoA(4-). It is a conjugate base of a 2-hydroxytetradecanoyl-CoA.